(1H-PYRROLO[3,2-C]PYRIDIN-2-YLMETHYL)PIPERAZIN N1C(=CC=2C=NC=CC21)CN2CCNCC2